FC1=C(C(=CC(=C1)OC)F)C1C(C(NC1)=O)NC=1OC(=NN1)C1=CC=C(C=C1)F 4-(2,6-difluoro-4-methoxyphenyl)-3-{[5-(4-fluorophenyl)-1,3,4-oxadiazol-2-yl]amino}pyrrolidin-2-one